1-(2,5-Dimethyl-1-(4-(trifluoromethyl)phenyl)-1H-pyrrol-3-yl)-2-(4-hydroxy-piperidin-1-yl)ethanone CC=1N(C(=CC1C(CN1CCC(CC1)O)=O)C)C1=CC=C(C=C1)C(F)(F)F